ClC=1C(=C(C[C@]2(C[C@H](CC2)NS(=O)(=O)C)C(=O)N)C=CC1F)F (1R,3S)-1-(3-chloro-2,4-difluorobenzyl)-3-(methylsulfonamido)cyclopentane-1-carboxamide